N,N,N',N'-tetra(3-trimethoxysilylpropyl)-1,3-propanediamine CO[Si](CCCN(CCCN(CCC[Si](OC)(OC)OC)CCC[Si](OC)(OC)OC)CCC[Si](OC)(OC)OC)(OC)OC